C1(CC1)CN(C(=O)C=1C=NN(C1C)C(C)C(C)C)C1=CN=NC=C1 N-(cyclopropylmethyl)-5-methyl-1-(3-methylbutan-2-yl)-N-(pyridazine-4-yl)-1H-pyrazole-4-carboxamide